CN1C=NC2=C1C(=CC=C2)C2CC(C2)O 3-(1-methyl-1H-benzo[d]imidazol-7-yl)cyclobutan-1-ol